C(C)(CC)C1C(NC2=C(CN1S(=O)(=O)CCOC)C=CC=C2)=O 3-(sec-butyl)-4-((2-methoxyethyl)sulfonyl)-1,3,4,5-tetrahydro-2H-benzo[1,4]diazepin-2-one